5-ethyl-3-oxo-5-(trifluoromethyl)tetrahydrofuran-2-carboxylic acid ethyl ester C(C)OC(=O)C1OC(CC1=O)(C(F)(F)F)CC